FC=1C=C(C#N)C=C(C1)[C@@H]1CC=NN1C(=O)N1CCN(CC1)C1=NC=C(C(=N1)C1=CN=C(S1)C)F (S)-3-fluoro-5-(1-(4-(5-fluoro-4-(2-methylthiazol-5-yl)pyrimidin-2-yl)piperazine-1-carbonyl)-4,5-dihydro-1H-pyrazol-5-yl)benzonitrile